C(C=C)[Si](C)(C)C(C)(C)C allyl-(tert-butyl)dimethylsilane